[Si](C)(C)(C(C)(C)C)OC1CN(CC=C(C1)C1=C2C(=NC(=C1Cl)NC1=NC(=CC(=N1)C)NC)OCO2)C(=O)OC(C)(C)C tert-butyl 3-[tert-butyl(dimethyl)silyl]oxy-5-[6-chloro-5-[[4-methyl-6-(methylamino)pyrimidin-2-yl]amino]-[1,3]dioxolo[4,5-b]pyridin-7-yl]-2,3,4,7-tetrahydroazepine-1-carboxylate